((5-(2-aminopropan-2-yl)-8-cyclobutoxy-2,7-naphthyridin-3-yl)amino)-7,7-dimethyl-7,8-dihydro-5H-pyrano[4,3-b]pyridin-5-one NC(C)(C)C1=C2C=C(N=CC2=C(N=C1)OC1CCC1)NC1=CC=C2C(=N1)CC(OC2=O)(C)C